2,3,4,6,7,8,9,10-octahydropyrimido[1,2-a]azepin-1-ium 2-oxopyrrolidine-1-carboxylate O=C1N(CCC1)C(=O)[O-].[NH+]=1CCCN2C1CCCCC2